2-methyl-6-(4-(3-methyl-1H-pyrazol-1-yl)phenyl)-1H-benzo[d]imidazole-4-carboxylic acid CC1=NC2=C(N1)C=C(C=C2C(=O)O)C2=CC=C(C=C2)N2N=C(C=C2)C